2-[(1S,4S)-5-Methyl-2,5-diazabicyclo[2.2.1]heptan-2-yl]-N-{2-[2-(morpholin-4-yl)pyridin-4-yl]-[1,3]thiazolo[5,4-c]pyridin-6-yl}pyrimidin-4-amine CN1[C@@H]2CN([C@H](C1)C2)C2=NC=CC(=N2)NC2=CC1=C(C=N2)SC(=N1)C1=CC(=NC=C1)N1CCOCC1